OC(C(=O)O)CC1=CC=CC=C1.ClCC1=CC=C(C(=O)NC2=CC(=CC(=C2)C(F)(F)F)N2C=NC(=C2)C)C=C1 4-(chloromethyl)-N-(3-(4-methyl-1H-imidazol-1-yl)-5-(trifluoromethyl)phenyl)benzamide hydroxylhydrocinnamate